[O-2].[Yb+3].[Ni+2] nickel-ytterbium oxide